(E)-3-(5-(6-(2-(5-cyclopropyl-3-(3,5-dichloropyridin-4-yl)isoxazol-4-yl)vinyl)-3-azabicyclo[3.1.0]hex-3-yl)-1,2,4-thiadiazol-3-yl)-5-methoxybenzoic acid tert-butyl ester C(C)(C)(C)OC(C1=CC(=CC(=C1)OC)C1=NSC(=N1)N1CC2C(C2C1)\C=C\C=1C(=NOC1C1CC1)C1=C(C=NC=C1Cl)Cl)=O